5-amino-1H-1,2,3-triazole-4-carboxylic acid NC1=C(N=NN1)C(=O)O